Cl.OC1CNCCC1 3-hydroxypiperidine hydrochloride